FC(C(=O)O)(F)F.C(C)OC=1C=C(CN2CCC3(CN(C3)C3=CC=C(C(=O)O)C=C3)CC2)C=CC1F 4-(7-(3-ethoxy-4-fluorobenzyl)-2,7-diazaspiro[3.5]nonan-2-yl)benzoic acid, trifluoroacetate salt